BrC=1C=C(C=CC1)[C@@H]1CN(C[C@H]1C#N)C(=O)OC(C)(C)C |r| rac-tert-butyl (3R,4S)-3-(3-bromophenyl)-4-cyanopyrrolidine-1-carboxylate